CC1=CC=2N(N=C1N1CC=3C=C(C=NC3CC1)N1C=3N(CCC1)N=C(C3)C)C(C=CN2)=O 8-methyl-7-(3-(2-methyl-6,7-dihydropyrazolo[1,5-a]pyrimidin-4(5H)-yl)-7,8-dihydro-1,6-naphthyridin-6(5H)-yl)-4H-pyrimido[1,2-b]pyridazin-4-one